N-[3-hydroxy-1-(2-pyridinyl)propyl]-5-[4-(trifluoromethyl)phenyl]naphthalene-2-carboxamide OCCC(C1=NC=CC=C1)NC(=O)C1=CC2=CC=CC(=C2C=C1)C1=CC=C(C=C1)C(F)(F)F